5-(3-(3-fluorophenyl)-1,2,4-oxadiazol-5-yl)-1-(pyrimidin-5-ylmethyl)pyridin-2(1H)-one FC=1C=C(C=CC1)C1=NOC(=N1)C=1C=CC(N(C1)CC=1C=NC=NC1)=O